2-(6,7-Dihydro-5H-pyrrolo[1,2-c]imidazol-1-yl)-2-(4-fluoro-1-oxo-6-(4-(4-(Piperazin-1-yl)piperidin-1-yl)phenyl)isoindoline-2-yl)-N-(thiazol-2-yl)acetamide C1(=C2N(C=N1)CCC2)C(C(=O)NC=2SC=CN2)N2C(C1=CC(=CC(=C1C2)F)C2=CC=C(C=C2)N2CCC(CC2)N2CCNCC2)=O